2-(3-Nitrophenyl)hydrazinecarboxylic acid tert-butyl ester C(C)(C)(C)OC(=O)NNC1=CC(=CC=C1)[N+](=O)[O-]